C(N1N=C(N=C1)CO)([2H])([2H])[2H] (1-methyl-d3-1H-1,2,4-triazole-3-yl)methanol